5-[1-(2-fluoro-6-methyl-phenyl)-piperidin-4-yl]-7-(2-fluoro-6-trifluoromethyl-benzyl)-2-methyl-2,4,5,7-tetrahydro-pyrazolo[3,4-d]pyrimidin-6-one FC1=C(C(=CC=C1)C)N1CCC(CC1)N1C(N(C=2C(C1)=CN(N2)C)CC2=C(C=CC=C2C(F)(F)F)F)=O